4-isobutoxy-2-(methylsulfinyl)pyrimidine-5-carboxylic acid ethyl ester C(C)OC(=O)C=1C(=NC(=NC1)S(=O)C)OCC(C)C